ClC1=CC=CC(=N1)NC(=O)[C@H]1N([C@@H]2C[C@@H]2C1)C(=O)OC(C)(C)C (1R,3S,5R)-tert-butyl 3-((6-chloropyridin-2-yl)carbamoyl)-2-azabicyclo[3.1.0]hexane-2-carboxylate